1-(4-methylbenzene-1-sulfonyl)-N-[(2-methylpyrimidin-5-yl)methyl]-1H-pyrazole-3-carboxamide CC1=CC=C(C=C1)S(=O)(=O)N1N=C(C=C1)C(=O)NCC=1C=NC(=NC1)C